FC1=CC(=C(C=C1)C=1C2=C(C(=NC1C1=CC(=CC=C1)CNC(C=C)=O)C=1C=C3CCN(CC3=CC1)C(=O)OC(C)(C)C)C=CS2)OCCOC tertbutyl 6-[7-[4-fluoro-2-(2-methoxyethoxy)phenyl]-6-[3-[(prop-2-enoylamino)methyl]phenyl]thieno[3,2-c]pyridin-4-yl]-3,4-dihydro-1H-isoquinoline-2-carboxylate